N1(CCNCC1)C1=CC(=NC(=N1)NC1=CC2=C(C=N1)C=NN2C(C)C)N2CC(CC2)O 1-[6-(piperazin-1-yl)-2-{[1-(propan-2-yl)-1H-pyrazolo[4,3-c]pyridin-6-yl]amino}pyrimidin-4-yl]pyrrolidin-3-ol